4-{[3-(5-Isopropyl-1,3,4-oxadiazol-2-yl)-2-methoxyphenyl]amino}-2-(pyridin-2-ylamino)pyrimidine-5-carboxylic acid C(C)(C)C1=NN=C(O1)C=1C(=C(C=CC1)NC1=NC(=NC=C1C(=O)O)NC1=NC=CC=C1)OC